N-ethoxyformylphthalimide C(C)OC(=O)N1C(C=2C(C1=O)=CC=CC2)=O